Methyl 3'-oxo-2H-spiro[acenaphthylene-1,1'-cyclohexane]-4'-carboxylate O=C1CC2(CCC1C(=O)OC)CC1=CC=CC3=CC=CC2=C13